ClC=1C=C(C=CC1)CS(=O)(=O)NCCN1CCC(CC1)CN1N=NC(=C1)C1=C(NC2=CC=C(C=C12)F)C(=O)OCC(C)C isobutyl 3-(1-((1-(2-(((3-chlorophenyl)methyl)sulfonamido)ethyl)piperidin-4-yl)methyl)-1H-1,2,3-triazol-4-yl)-5-fluoro-1H-indole-2-carboxylate